3,4-dichloropyridine-2-carbonyl chloride ClC=1C(=NC=CC1Cl)C(=O)Cl